N1=NC=NC=C1C1=CC=C(C=C1)CC(C(=O)O)N 3-(4-(1,2,4-triazin-6-yl)phenyl)-2-aminopropionic acid